OC(CN1CCN(CC1)C)C=1SC(=C(N1)C(F)(F)F)C(=O)N[C@@H](C)C1=CC(=CC=C1)C=1C=NC=CC1 2-[1-hydroxy-2-(4-methyl-1-piperazinyl)ethyl]-N-[(1S)-1-[3-(3-pyridinyl)phenyl]ethyl]-4-(trifluoromethyl)-5-thiazolecarboxamide